C(#N)C=1C=C(C=CC1F)NC(N(C=1C=NC(=NC1)OC)CC1=NNC(=C1)C(F)F)=O 3-(3-cyano-4-fluorophenyl)-1-((5-(difluoromethyl)-1H-pyrazol-3-yl)methyl)-1-(2-methoxypyrimidin-5-yl)urea